C1(CCC(=O)OO1)=O succinoyl peroxide